C(C)(=O)C1=NN(C2=CC=CC=C12)CC(=O)N(C(C)C)CC(=O)NCC1=C(C(=CC=C1)Cl)F 2-(3-acetyl-1H-indazol-1-yl)-N-(2-((3-chloro-2-fluorobenzyl)amino)-2-oxoethyl)-N-isopropylacetamide